C1(=CC=CC=C1)C1=NC(=NC(=N1)C1=CC=CC=C1)C1=CC=C(C=C1)N1C2=CC=CC=C2C=2C=C(C=CC12)C=1C=CC=2N(C3=CC=CC=C3C2C1)C1=CC=CC=C1 9-(4-(4,6-diphenyl-1,3,5-triazin-2-yl)phenyl)-9'-phenyl-9H,9'H-3,3'-bicarbazole